C(C)(C)(C)OCCO 2-tert-butoxyethanol